C1NCC12CC(C2)CC2=CC=C1C(=N2)NC=C1C(F)(F)F 6-(2-azaspiro[3.3]heptan-6-ylmethyl)-3-(trifluoromethyl)-1H-pyrrolo[2,3-b]pyridine